The molecule is a linear tetrapyrrole obtained by the enzymic degradation of heme by Pseudomonas aeruginosa heme oxygenase. It has a role as a marine metabolite. It is a dicarboxylic acid and a linear tetrapyrrole. It is a conjugate acid of a biliverdin delta(1-). CC1C(=C(NC1=O)/C=C\\2/C(=C(/C(=C/C3=N/C(=C\\C4=NC(=O)C(=C4CCC(=O)O)C)/C(=C3C)CCC(=O)O)/N2)C=C)C)C=C